C(C1=CC=CC=C1)OC1=C(N)C=CC=C1 2-(benzyloxy)aniline